1-Benzyl-N-(4-methyl-2-(1-methyl-1H-pyrazol-3-yl)-5-oxo-5,6,7,8-tetrahydro-4H-pyrazolo[1,5-a][1,3]diazepin-6-yl)-1H-1,2,4-triazol-3-carboxamid C(C1=CC=CC=C1)N1N=C(N=C1)C(=O)NC1C(N(C=2N(CC1)N=C(C2)C2=NN(C=C2)C)C)=O